6-(3-((1-(2,6-difluorophenyl)cyclopropyl)glycyl)-3,8-diazabicyclo[3.2.1]octan-8-yl)nicotinonitrile FC1=C(C(=CC=C1)F)C1(CC1)NCC(=O)N1CC2CCC(C1)N2C2=NC=C(C#N)C=C2